rhodium 1,2,3,4,5-pentamethylcyclopentane tetrachloride [Cl-].[Cl-].[Cl-].[Cl-].CC1C(C(C(C1C)C)C)C.[Rh+4]